17-Hydroxy-3,6,9,12,15-pentaoxaheptadecyl 4-methylbenzenesulfonate CC1=CC=C(C=C1)S(=O)(=O)OCCOCCOCCOCCOCCOCCO